N[C@@H]1[C@@H]([C@@H]2CC[C@H](C1)N2C2=C(N=C1C(=N2)NN=C1C1=C(C2=C(N(N=C2C=C1)C)Cl)Cl)CO)F {6-[(1S,2S,3S,5R)-3-amino-2-fluoro-8-azabicyclo[3.2.1]octan-8-yl]-3-(3,4-dichloro-2-methyl-2H-indazol-5-yl)-1H-pyrazolo[3,4-b]pyrazin-5-yl}methanol